5-(2-amino-[1,2,4]triazolo[1,5-a]pyridin-7-yl)-N-(2-(cyclopentylmethoxy)-5-fluorobenzyl)-2-methylnicotinamide NC1=NN2C(C=C(C=C2)C=2C=NC(=C(C(=O)NCC3=C(C=CC(=C3)F)OCC3CCCC3)C2)C)=N1